CCCC(C(=O)O)O The molecule is a 2-hydroxy monocarboxylic acid that is valeric (pentanoic) acid substituted at the alpha-position by a hydroxy group. It has a role as an algal metabolite. It derives from a valeric acid. It is a conjugate acid of a 2-hydroxypentanoate.